3-benzyl 2-tert-butyl (1S,3S,4R,6R)-6-(cyclopropylmethyl)-2-azabicyclo[2.2.2]octane-2,3-dicarboxylate C1(CC1)C[C@@H]1C[C@@H]2[C@H](N([C@H]1CC2)C(=O)OC(C)(C)C)C(=O)OCC2=CC=CC=C2